OCCCN1C(N(C=2N=C(N(C2C1=O)CC1=CC=C(C#N)C=C1)C1(CCC(CC1)(F)F)F)C)=O 4-((1-(3-hydroxypropyl)-3-methyl-2,6-dioxo-8-(1,4,4-trifluorocyclohexyl)-1,2,3,6-tetrahydro-7H-purin-7-yl)methyl)benzonitrile